(2S,3R)-2-[9H-fluoren-9-ylmethoxycarbonyl-(methyl)amino]-3-methoxybutyric acid C1=CC=CC=2C3=CC=CC=C3C(C12)COC(=O)N([C@H](C(=O)O)[C@@H](C)OC)C